O=C1NC2=C(C=CC=C2C1)C(C1=CC=C(C=C1)C(C)C)NC(=O)C1CCCC1 2-{[(2-oxo-2,3-dihydro-1H-indol-7-yl)[4-(propan-2-yl)phenyl]methyl]carbamoyl}cyclopentane